1-(cyclopropylmethyl)-1H-1,2,4-triazole-5-carboxylic acid C1(CC1)CN1N=CN=C1C(=O)O